6-(3-Fluoro-5-isopropylphenyl)-2-azaspiro[3.4]octan FC=1C=C(C=C(C1)C(C)C)C1CC2(CNC2)CC1